bis(1,3-dicyclohexylimidazoline-2-ylidene)benzylideneruthenium dichloride C1(CCCCC1)N1C(N(CC1)C1CCCCC1)=[Ru](=CC1=CC=CC=C1)(=C1N(CCN1C1CCCCC1)C1CCCCC1)(Cl)Cl